CC1=NN=C(O1)C1=C(C=C(N=N1)NC=1N=CC(=NC1)C#N)NCC1CNCCO1 5-(6-(5-methyl-1,3,4-oxadiazol-2-yl)-5-(morpholin-2-ylmethylamino)pyridazin-3-ylamino)pyrazine-2-carbonitrile